C(CCCC)C1=C2C(=CC(=C1)O2)CCCCC (2,6-dipentyl-1,4-phenylene) ether